C(C)O[Si](CCCC(CS(=O)(=O)O)S(=O)(=O)O)(C)OCC 5-[diethoxy(methyl)silyl]pentane-1,2-disulfonic acid